COC1=CC=C2C3(CC=4C(=NOC4C2=C1)C(=O)OCC)CCC3 ethyl 8'-methoxy-4'H-spiro[cyclobutane-1,5'-naphtho[2,1-d][1,2]oxazole]-3'-carboxylate